N-(4-bromophenyl)-4-((3,4-difluorophenyl)sulfonamido)benzamide BrC1=CC=C(C=C1)NC(C1=CC=C(C=C1)NS(=O)(=O)C1=CC(=C(C=C1)F)F)=O